5-(2-fluoro-5-methoxyphenyl)-7-methylpyrazolo[1,5-a]Pyrimidine-3-carboxylic acid ethyl ester C(C)OC(=O)C=1C=NN2C1N=C(C=C2C)C2=C(C=CC(=C2)OC)F